The molecule is an unsaturated fatty acyl-CoA that results from the formal condensation of the thiol group of coenzyme A with the carboxy group of (3R,13Z,16Z,19Z,22Z,25Z)-3-hydroxyoctacosapentaenoic acid. It is a (R)-3-hydroxyacyl-CoA, a 3-hydroxy fatty acyl-CoA, an unsaturated fatty acyl-CoA and an ultra-long-chain fatty acyl-CoA. It is a conjugate acid of a (3R,13Z,16Z,19Z,22Z,25Z)-3-hydroxyoctacosapentaenoyl-CoA(4-). CC/C=C\\C/C=C\\C/C=C\\C/C=C\\C/C=C\\CCCCCCCCC[C@H](CC(=O)SCCNC(=O)CCNC(=O)[C@@H](C(C)(C)COP(=O)(O)OP(=O)(O)OC[C@@H]1[C@H]([C@H]([C@@H](O1)N2C=NC3=C(N=CN=C32)N)O)OP(=O)(O)O)O)O